(1S)-1-(3-bromophenyl)-2,2-difluoro-ethanol BrC=1C=C(C=CC1)[C@@H](C(F)F)O